4-(2-naphthyl)phenylboronic acid C1=C(C=CC2=CC=CC=C12)C1=CC=C(C=C1)B(O)O